CC1=NN(C=N1)C1=NC=2N(C=C1)N=CC2C(=O)N 5-(3-methyl-1H-1,2,4-triazol-1-yl)pyrazolo[1,5-a]pyrimidine-3-carboxamide